N-(4-hydroxy-3-(methylsulfonyl)phenyl)-2-(4-((trifluoromethyl)thio)phenyl)-1,2,3,4-tetrahydroisoquinoline-6-carboxamide OC1=C(C=C(C=C1)NC(=O)C=1C=C2CCN(CC2=CC1)C1=CC=C(C=C1)SC(F)(F)F)S(=O)(=O)C